ClC1=C(C#N)C=CC(=C1)N1[C@H](CN([C@@H](C1)C)C(=O)C1=NC=C(N=C1)N1CCC(CC1)CO)C 2-chloro-4-((2S,5R)-4-(5-(4-(hydroxymethyl)piperidin-1-yl)pyrazine-2-carbonyl)-2,5-dimethylpiperazin-1-yl)benzonitrile